1-(cyclopropanecarbonyl)piperidin-4-amine C1(CC1)C(=O)N1CCC(CC1)N